(3S)-6-chloro-5-(3-chloro-6-methoxy-2-pyridinyl)-3-methyl-7-(trifluoromethyl)-1,3-dihydro-1,4-benzodiazepine ClC1=C(C=CC2=C1C(=N[C@H](CN2)C)C2=NC(=CC=C2Cl)OC)C(F)(F)F